(R)-N-(1-(5-(cyclopropanesulphonylamino)pyridin-2-yl)propyl)-5-(6-ethoxypyrazin-2-yl)-1,3,4-thiadiazole-2-carboxamide C1(CC1)S(=O)(=O)NC=1C=CC(=NC1)[C@@H](CC)NC(=O)C=1SC(=NN1)C1=NC(=CN=C1)OCC